CC1CC(C=2N=CN=CC21)O 5-methyl-6,7-dihydro-5H-cyclopenta[d]pyrimidin-7-ol